FC(CN1N=CC2=C(C=CC=C12)NC1=NC=C(C(=N1)NC)C(F)(F)F)F N2-(1-(2,2-difluoroethyl)-1H-indazol-4-yl)-N4-methyl-5-(trifluoromethyl)pyrimidine-2,4-diamine